acryloxypropylmethoxydimethylsilane C(C=C)(=O)OCCC[Si](C)(C)OC